FC(C/C(=C(\C=1C=C2C(=NN(C2=CC1)C1OCCCC1)F)/C=1C=CC(=NC1)OC1CCN(CC1)C(C=C)=O)/C1=CC=CC=C1)(F)F (Z)-1-(4-((5-(4,4,4-Trifluoro-1-(3-fluoro-1-(tetrahydro-2H-pyran-2-yl)-1H-indazol-5-yl)-2-phenylbut-1-en-1-yl)pyridin-2-yl)oxy)piperidin-1-yl)prop-2-en-1-one